methyl 2-[5-methyl-4-(4,4,5,5-tetramethyl-1,3,2-dioxaborolan-2-yl)pyrazol-1-yl]acetate CC1=C(C=NN1CC(=O)OC)B1OC(C(O1)(C)C)(C)C